[Si](C)(C)(C(C)(C)C)OCC=1C(=C(C#N)C=CC1)B1OC(C(O1)(C)C)(C)C [(tert-butyldimethylsilyl)oxy]methyl-2-(4,4,5,5-tetramethyl-1,3,2-dioxaborolan-2-yl)benzonitrile